2-((3-mercapto-2-((2-mercaptoethyl)thio)propyl)thio)propane-1-thiol SCC(CSC(CS)C)SCCS